N-(4-(9-(6-chloronicotinyl)-9-azabicyclo[3.3.1]non-2-en-3-yl)-1H-pyrrolo[2,3-b]pyridin-6-yl)cyclopropylcarboxamide ClC1=NC=C(CN2C3C=C(CC2CCC3)C3=C2C(=NC(=C3)NC(=O)C3CC3)NC=C2)C=C1